4-(2-(6-fluoro-1H-indol-3-yl)acetamido)-1-methylpiperidine-3-carboxylic acid FC1=CC=C2C(=CNC2=C1)CC(=O)NC1C(CN(CC1)C)C(=O)O